N1=CN=C(C2=C1NC=C2)N2CCSC(=C2)C=2OC(=NN2)C 2-(4-(7H-pyrrolo[2,3-d]pyrimidin-4-yl)-3,4-dihydro-2H-1,4-thiazin-6-yl)-5-methyl-1,3,4-oxadiazole